O[C@@H]1[C@H](CCC1)NC1=NC=C(C=2N=CN(C(C21)=O)C)C2=CC=C(C=C2)C(F)(F)F 5-(((1s,2s)-2-hydroxycyclopentyl)amino)-3-methyl-8-(4-(trifluoromethyl)phenyl)pyrido[4,3-d]pyrimidin-4(3H)-one